3-bromo-2-chloro-6-(1,1,2,2-tetrafluoroethoxy)aniline BrC=1C(=C(N)C(=CC1)OC(C(F)F)(F)F)Cl